8-(6-chloropyridin-3-yl)-1-(2-acetylaminoethyl)-3-propylxanthine ClC1=CC=C(C=N1)C1=NC=2N(C(N(C(C2N1)=O)CCNC(C)=O)=O)CCC